C[C@@H](CC1=CC(=C(C=C1)O)OC)[C@H](C)CC2=CC(=C(C=C2)OC)OC The molecule is a lignan that is 2,3-dimethylbutane substituted by a 4-hydroxy-3-methoxyphenyl group at position 1 and a 3,4-dimethoxyphenyl group at position 4. It has been isolated from the bark of Machilus robusta. It has a role as a plant metabolite. It is a lignan and a member of guaiacols.